tert-butyl 3-fluoro-5-[7-(2-hydroxy-4,6-dimethyl-phenyl)-1,8-naphthyridin-2-yl]piperidine-1-carboxylate FC1CN(CC(C1)C1=NC2=NC(=CC=C2C=C1)C1=C(C=C(C=C1C)C)O)C(=O)OC(C)(C)C